S(=O)(=O)(ON1[C@@H]2CC[C@H](N(C1=O)C2)C(NC(CC2CCOCC2)=O)=N)O (2S,5R)-7-oxo-2-(N-(2-(tetrahydro-2H-pyran-4-yl) acetyl) carbamimidoyl)-1,6-diazabicyclo[3.2.1]octan-6-yl hydrogen sulfate